NC(N)(N)C triaminomethyl-methane